4-bromo-1-methyl-5-[2-(2-vinylphenoxy)ethoxymethyl]Pyrazole diethyl-2,3-di-sec-butyl-2-cyano-butanedioate C(C)OC(C(C(C(=O)OCC)C(C)CC)(C#N)C(C)CC)=O.BrC=1C=NN(C1COCCOC1=C(C=CC=C1)C=C)C